NC1=NC=CC=C1C1=NC=2C(=NC(=CC2)C2=CC=CC=C2)N1C1=CC=C(CN2C[C@H](CC2)N(C(OC(C)(C)C)=O)C)C=C1 tert-butyl (S)-(1-(4-(2-(2-aminopyridin-3-yl)-5-phenyl-3H-imidazo[4,5-b]pyridin-3-yl)benzyl)pyrrolidin-3-yl)(methyl)carbamate